(3-(azetidin-1-yl)pyrrolidin-1-yl)((S)-1-(3,4-dichloro-5-fluoro-1H-indole-2-carbonyl)pyrrolidin-3-yl)methanone N1(CCC1)C1CN(CC1)C(=O)[C@@H]1CN(CC1)C(=O)C=1NC2=CC=C(C(=C2C1Cl)Cl)F